NC1=NC=C(C2=C1C(=C(N2C)C2=CC=C(C=C2)NC(=O)C(=C)F)C2=CC(=C(C(=O)NC([2H])([2H])[2H])C=C2)F)C#CCOC2CCN(CC2)C 4-(4-amino-2-{4-[(2-fluoroacrylamino)]phenyl}-1-methyl-7-{3-[(1-methylhexahydropyridin-4-yl)oxy]prop-1-ynyl}pyrrolo[3,2-c]pyridin-3-yl)-2-fluoro-N-(trideuteriomethyl)benzamide